[Si](C1=CC=CC=C1)(C1=CC=CC=C1)(C(C)(C)C)OCCN(C1=CC(=C(C=O)C=C1)OCCCCO[Si](C1=CC=CC=C1)(C1=CC=CC=C1)C(C)(C)C)CCO[Si](C1=CC=CC=C1)(C1=CC=CC=C1)C(C)(C)C 4-[bis[2-[(tert-butyldiphenylsilyl)oxy]ethyl]amino]-2-[4-[(tert-butyldiphenylsilyl)oxy]butoxy]benzaldehyde